N,N-bis[2-(trimethylsiloxy)ethyl]allylamine C[Si](OCCN(CCO[Si](C)(C)C)CC=C)(C)C